5-bromo-6-(methoxymethoxy)-2,7-dimethylindazole BrC1=CC2=CN(N=C2C(=C1OCOC)C)C